ClC=1C(=NC=CC1C1=C(C(=NC=C1)C1=CC(=C(C=C1)C=O)OC)Cl)C1=CC(=C(C=O)C=C1)OC 4-[3-chloro-4-[3-chloro-2-(4-formyl-3-methoxy-phenyl)-4-pyridyl]-2-pyridyl]-2-methoxy-benzaldehyde